5-(trifluoromethyl)pyridine-2-carboxylate FC(C=1C=CC(=NC1)C(=O)[O-])(F)F